C(C)(C)(C)C=1OC(=CN1)NC(C1=CC(=C(C=C1)C)C=1C=C(C=2N(C1)C(=CN2)F)N2CCOCC2)=O N-(2-(Tert-butyl)oxazol-5-yl)-3-(3-fluoro-8-morpholinoimidazo[1,2-a]pyridin-6-yl)-4-methylbenzamide